2-acetyl-thiazoline C(C)(=O)C=1SCCN1